3-methyl-1,2-phenylene dibenzoate C(C1=CC=CC=C1)(=O)OC1=C(C(=CC=C1)C)OC(C1=CC=CC=C1)=O